C(C=C)(=O)N1CC(C1)N1C[C@@H]2N(C3=C(OC2)C=C(C=C3)C=3C=2N(C=C(C3)C=3C=NC(=CC3)N3CCN(CC3)C)N=CC2C#N)CC1 (S)-4-(3-(1-acryloylazetidin-3-yl)-1,2,3,4,4a,5-hexahydrobenzo[b]pyrazino[1,2-d][1,4]oxazin-8-yl)-6-(6-(4-methylpiperazin-1-yl)pyridin-3-yl)pyrazolo[1,5-a]pyridine-3-carbonitrile